N-ethyl-5-fluoro-N-isopropyl-2-((5-(2-(2-methyl-6-(methylamino)hexan-3-yl)-2,6-diazaspiro[3.4]octan-6-yl)-1,2,4-triazin-6-yl)oxy)benzamide hydrochloride Cl.C(C)N(C(C1=C(C=CC(=C1)F)OC1=C(N=CN=N1)N1CC2(CN(C2)C(C(C)C)CCCNC)CC1)=O)C(C)C